C(C)(C)C1=NOC(=N1)N1CCC(CC1)COC=1SC2=NC(=CC=C2N1)C1=CC=C(C=C1)S(=O)(=O)C 3-isopropyl-5-(4-(((5-(4-(methylsulfonyl)phenyl)thiazolo[5,4-b]pyridin-2-yl)oxy)methyl)piperidin-1-yl)-1,2,4-oxadiazol